N,N'-bis(3,5-di-tert-butyl-4-hydroxy-phenyl-propionyl)hydrazine C(C)(C)(C)C=1C=C(C=C(C1O)C(C)(C)C)CCC(=O)NNC(CCC1=CC(=C(C(=C1)C(C)(C)C)O)C(C)(C)C)=O